dimethyl-dibutyl-cyclohexane CC1(CCC(CC1)(CCCC)CCCC)C